N-((3-fluoropyridin-4-yl)methyl)-N,2,2-trimethylbutanamide FC=1C=NC=CC1CN(C(C(CC)(C)C)=O)C